2-((1S,4R,5R)-5-(4-isopropyl-3-methyl-5-(2-methyl-7,9-dihydrofuro[3,4-c][1,2,4]triazolo[1,5-a]pyridin-6-yl)-6H-thieno[2,3-b]pyrrol-2-yl)-2-azabicyclo[2.2.1]heptan-2-yl)acetamide C(C)(C)C=1C2=C(NC1C=1C3=C(C=4N(C1)N=C(N4)C)COC3)SC(=C2C)[C@H]2[C@@H]3CN([C@H](C2)C3)CC(=O)N